copper 3-amino-1,2,4-triazole perchlorate Cl(=O)(=O)(=O)[O-].NC1=NNC=N1.[Cu+2].Cl(=O)(=O)(=O)[O-]